(R/S)-6-(3-(2-bromophenyl)piperazin-1-yl)-N2-cyclopropyl-1,3,5-triazine-2,4-diamine BrC1=C(C=CC=C1)[C@@H]1CN(CCN1)C1=NC(=NC(=N1)NC1CC1)N |r|